tert-butyl 2,5-dimethyl-4-((3-methylquinoxalin-6-yl)amino)piperidine-1-carboxylate CC1N(CC(C(C1)NC=1C=C2N=C(C=NC2=CC1)C)C)C(=O)OC(C)(C)C